O=C([C@H](CCCC)NC(O[C@@H](C(F)(F)C1=CC(=CC=C1)Cl)C1=CC=CC=C1)=O)N[C@H](C=O)C[C@H]1C(NCC1)=O (R)-2-(3-chlorophenyl)-2,2-difluoro-1-phenylethyl ((S)-1-oxo-1-(((S)-1-oxo-3-((S)-2-oxopyrrolidin-3-yl)propan-2-yl)amino)hexan-2-yl)carbamate